(3-Fluoro-6-methoxypyridin-2-yl)(5-{[2-(4-isopropylphenyl)imidazo[1,2-a]pyrimidin-3-yl]-methyl}-2,5-diazabicyclo[2.2.2]oct-2-yl)-methanon FC=1C(=NC(=CC1)OC)C(=O)N1C2CN(C(C1)CC2)CC2=C(N=C1N2C=CC=N1)C1=CC=C(C=C1)C(C)C